N-(3,4-Dimethylphenyl)-N1-(2-ethoxyphenyl)-6-morpholin-4-yl-[1,3,5]triazine-2,4-diamine CC=1C=C(C=CC1C)NC1N(C(=NC(=N1)N)N1CCOCC1)C1=C(C=CC=C1)OCC